(2R,4aR,9aR)-7-((E)-3-hydroxy-5-((1-methyl-1H-1,2,3-triazol-4-yl)methoxy)-4-(3-methylbut-2-en-1-yl)styryl)-5-methoxy-1,1,4a-trimethyl-2,3,4,4a,9,9a-hexahydro-1H-xanthen-2-ol OC=1C=C(/C=C/C2=CC(=C3O[C@@]4(CC[C@H](C([C@H]4CC3=C2)(C)C)O)C)OC)C=C(C1CC=C(C)C)OCC=1N=NN(C1)C